2',7-dimethyl-1-[6-(morpholin-4-yl)pyridin-3-yl]-1H,2'H-3,4'-biindazole CN1N=C2C=CC=C(C2=C1)C1=NN(C2=C(C=CC=C12)C)C=1C=NC(=CC1)N1CCOCC1